C12(CCC(CC1)C2)C2=CC=C(C=C2)B(O)O (4-(bicyclo[2.2.1]heptane-1-yl)phenyl)boronic acid